ClC1=NC(=CC=C1C=1C=NN(C1)CC(C)(C)C)C(F)F 2-chloro-6-(difluoromethyl)-3-(1-neopentyl-1H-pyrazol-4-yl)pyridine